N-(4-trifluoromethylbenzyl)pyridin-2-amine FC(C1=CC=C(CNC2=NC=CC=C2)C=C1)(F)F